C1(CCC1)NC(CSC=1OC(=C(N1)C1=CC=CC=C1)C1=CC=CC=C1)=O N-cyclobutyl-2-(4,5-diphenyloxazol-2-yl)sulfanylacetamide